4-((5-(2-methyl-1-(tetrahydro-2H-pyran-4-yl)-1H-imidazo[4,5-b]pyridin-6-yl)pyrrolo[2,1-f][1,2,4]triazin-2-yl)amino)cyclohexan-1-ol CC=1N(C=2C(=NC=C(C2)C=2C=CN3N=C(N=CC32)NC3CCC(CC3)O)N1)C1CCOCC1